4-fluoro-N-(4-methoxybenzyl)-N-methyl-3-(8-oxo-5,6,7,8-tetrahydroimidazo[1,2-a]pyrazin-2-yl)benzenesulfonamide FC1=C(C=C(C=C1)S(=O)(=O)N(C)CC1=CC=C(C=C1)OC)C=1N=C2N(CCNC2=O)C1